NC1=CC=CC(=N1)S(=O)(=O)NC(C1=C(N=C(C=C1)C1=CC(=CC(=C1)OCC(C)C)F)N1C(C[C@@H](C1)C)(C)C)=O (S)-N-((6-aminopyridin-2-yl)sulfonyl)-6-(3-fluoro-5-isobutoxyphenyl)-2-(2,2,4-trimethylpyrrolidin-1-yl)nicotinamide